CC=1C(=CC(NN1)=O)C(F)(F)F 6-methyl-5-(trifluoromethyl)pyridazine-3(2H)-one